9-(1-butyl-1,2,3,6-tetrahydropyridin-4-yl)-N-(3-chlorophenyl)-1-methyl-6,7-dihydro-5H-benzo[c][1,2,3]triazolo[1,5-a]azepin-7-amine 2,2,2-trifluoroacetate FC(C(=O)O)(F)F.C(CCC)N1CCC(=CC1)C1=CC2=C(C=3N(CCC2NC2=CC(=CC=C2)Cl)N=NC3C)C=C1